IC1=C(C=C(C(=C1)C)C)I 1,2-diiodo-4,5-dimethylbenzene